C[Si](C#CC1=CC=CC=C1)(C)C 4-(2-(trimethylsilyl)ethynyl)benzene